tert-Butyl (2S,4R)-2-(((6-bromopyridin-2-yl)sulfinyl)methyl)-4-fluoropyrrolidine-1-carboxylate BrC1=CC=CC(=N1)S(=O)C[C@H]1N(C[C@@H](C1)F)C(=O)OC(C)(C)C